C1(CC1)C=1C=2N(C=CC1)N=C(C2)[C@@H]2N(CCC1=C2N=CN1)C=1OC(=NN1)C1=NC=CC=C1C (R)-2-(4-(4-cyclopropylpyrazolo[1,5-a]pyridin-2-yl)-1,4,6,7-tetrahydro-5H-imidazo[4,5-c]pyridin-5-yl)-5-(3-methylpyridin-2-yl)-1,3,4-oxadiazole